CC1=C(C(=C(C(=C1CC)OCC)C)C)O 2,5,6-trimethyl-3-ethyl-4-ethoxyphenol